BrC=1C=2C(N=C3N(C2C=CC1)C1=CC(=CC=C1C31CCCCC1)N1CCC(CC1)CN1CC3(C1)CCN(CC3)C3=CC(=C(C(=C3)F)C3C(NC(CC3)=O)=O)F)=O 3-(4-(2-((1-(4'-bromo-5'-oxo-5'H-spiro[cyclohexane-1,7'-indolo[1,2-a]quinazolin]-10'-yl)piperidin-4-yl)methyl)-2,7-diazaspiro[3.5]nonan-7-yl)-2,6-difluorophenyl)piperidine-2,6-dione